L-glutamic acid diacetate C(CN([C@@H](CCC(=O)O)C(=O)O)CC(=O)[O-])(=O)[O-]